(2S,4R,5R)-benzhydryl 3,3-dimethyl-7-oxo-4-thia-1-azabicyclo[3.2.0]heptane-2-carboxylate 4-oxide CC1([C@@H](N2C(C[C@H]2[S@@]1=O)=O)C(=O)OC(C1=CC=CC=C1)C1=CC=CC=C1)C